[Na].C1(C=2C(C(N1)=O)=CC=CC2)=O phthalimide, sodium salt